NC(C)(C)C1=CC=C(C=C1)C(C)(C)O 2-(4-(2-aminopropan-2-yl)phenyl)propan-2-ol